5-[(4-cyclopentylmethyl)phenyl]-3-[3-(fluoromethyl)azetidine-1-carbonyl]-2-pyrimidin-2-yl-4H-pyrazolo[1,5-a]pyrimidin-7-one C1CCC(C1)CC1=C(C=CC=C1)C=1NC=2N(C(C1)=O)N=C(C2C(=O)N2CC(C2)CF)C2=NC=CC=N2